C1(OC([C@@H]2[C@@H]3C=C[C@H](C12)C3)=O)=O (3aR,4S,7R)-3a,4,7,7a-tetrahydro-4,7-methanoisobenzofuran-1,3-dione